tricosenol C(=CCCCCCCCCCCCCCCCCCCCCC)O